ClC1=NN2C(N=CC3=C2[C@@](CN3C(=O)NC3CCC2(CC2)CC3)(C(F)(F)F)C)=C1 (R)-2-chloro-8-methyl-N-(spiro[2.5]octan-6-yl)-8-(trifluoromethyl)-7,8-dihydro-6H-pyrazolo[1,5-a]pyrrolo[2,3-e]pyrimidine-6-carboxamide